[Fe]=[Te].[Cu] copper iron telluride